C(C1=CC=CC=C1)OC=1C=CC(=C2C=CC=NC12)C1=CC(=CC=C1)C1=NC2=C3N=CC=CC3=CC=C2C=C1 8-benzyloxy-5-(3-(1,10-phenanthroline-2-yl)phenyl)quinoline